2-morpholinopropan-1-one O1CCN(CC1)C(C=O)C